C(C1=CC=CC=C1)N1[C@@H](CCC1)C(=O)NC1=C(C=CC=C1)C1=C(C=NCC(=O)[O-])C=CC=C1 2-[o-[(N-benzylprolyl)amino]phenyl]-benzylideneamino-acetate